C[C@@H]1O[C@H](CN(C1)C1=C(C(=O)NC2=CC(=NC=C2)S(N)(=O)=O)C=C(C=N1)C(F)(F)F)C(F)(F)F 2-((2S,6R)-2-methyl-6-(trifluoromethyl)morpholino)-N-(2-sulfamoyl-pyridin-4-yl)-5-(trifluoromethyl)nicotinamide